2-chloro-5-(difluoromethyl)-1-fluoro-12-(methylthio)-5a,6,7,8,9,10-hexahydro-5H-4-oxa-3,10a,11,13,14-pentaaza-6,9-methanonaphtho[1,8-ab]heptalene-14-carboxylate ClC=1C(=C2N=C(N=C3C2=C(OC(C2C4CCC(CN32)N4C(=O)[O-])C(F)F)N1)SC)F